5-(1-(2,2-difluoroethyl)-1H-benzo[d]imidazol-6-yl)-N-((3S,4R)-3-fluoro-1-(2-methoxyethyl)piperidin-4-yl)-4-methoxypyrrolo[2,1-f][1,2,4]triazin-2-amine FC(CN1C=NC2=C1C=C(C=C2)C=2C=CN1N=C(N=C(C12)OC)N[C@H]1[C@H](CN(CC1)CCOC)F)F